2-(2-oxapropoxy)-6-fluorophenylboronic acid pinacol ester C(OC)OC1=C(C(=CC=C1)F)B1OC(C)(C)C(C)(C)O1